[Na+].NC=1NC(C=2[N+](=CN(C2N1)[C@@H]1O[C@@H]([C@H]([C@H]1O)O)COP(=O)(N1C=NC=C1)O)C)=O 2-amino-9-((2R,3R,4S,5R)-3,4-dihydroxy-5-(((hydroxy(1H-imidazol-1-yl)phosphoryl)oxy)methyl)tetrahydrofuran-2-yl)-7-methyl-6-oxo-6,9-dihydro-1H-purin-7-ium, sodium salt